2-[3,5-di(difluoromethyl)-1H-pyrazol-1-yl]-1-[4-(4-{5-[2-fluoro-6-(prop-2-yn-1-yloxy)phenyl]-4,5-dihydro-1,2-Oxazol-3-yl}-1,3-thiazol-2-yl)piperidin-1-yl]ethanone FC(C1=NN(C(=C1)C(F)F)CC(=O)N1CCC(CC1)C=1SC=C(N1)C1=NOC(C1)C1=C(C=CC=C1OCC#C)F)F